[BH4-].[Na+].FC(CO)CO 2-fluoropropane-1,3-diol Sodium borohydride